N1N=CC(=C1)CN1C(N(C=C1)C1=CC=CC=C1)=O 1-((1H-PYRAZOL-4-YL)METHYL)-3-(PHENYL)-1,3-DIHYDRO-2H-IMIDAZOLE-2-ON